N-ethyl-N-(3-(pyrazolo[1,5-a]pyrimidine-7-yl)phenyl)acetamide C(C)N(C(C)=O)C1=CC(=CC=C1)C1=CC=NC=2N1N=CC2